FC1=CC2=C(N(C(N=C2N2[C@H](CN(CC2)C(C(=C)F)=O)C)=O)C=2C(=NC=CC2C)C(C)C)N=C1C1=C(C=CC=C1SC)F 6-fluoro-7-(2-fluoro-6-(methylthio)phenyl)-4-((S)-4-(2-fluoroacryloyl)-2-methylpiperazin-1-yl)-1-(2-isopropyl-4-methylpyridin-3-yl)pyrido[2,3-d]pyrimidin-2(1H)-one